6-(2-(6-chloronaphthalen-2-yl)vinyl)-N-(2-(2-cyano-4,4-difluoropyrrolidin-1-yl)-2-oxoethyl)quinoline-4-carboxamide ClC=1C=C2C=CC(=CC2=CC1)C=CC=1C=C2C(=CC=NC2=CC1)C(=O)NCC(=O)N1C(CC(C1)(F)F)C#N